2-methoxy-1,3-dinitrosobenzene COC1=C(C=CC=C1N=O)N=O